CC1=NN=C2N1C1=CC=CC=C1C=N2 1-methyl-[1,2,4]triazolo[4,3-a]quinazoline